C1(CCCCCC1)[C@@H](C=1N=C2N(N=CC(=C2)CC2(C(N[C@@H](C2)C(F)(F)F)=O)C(=O)OC)C1)NC(=O)C1=CC=NN1CC methyl (5S)-3-((2-((S)-cycloheptyl(1-ethyl-1H-pyrazole-5-carboxamido) methyl)imidazo[1,2-b]pyridazin-7-yl)methyl)-2-oxo-5-(trifluoromethyl)pyrrolidine-3-carboxylate